N1(N=NC=C1)C[C@@H]1C[C@H](CN1C#N)NC(=O)C=1OC(=CN1)C1=CC(=CC=C1)C#N N-((3R,5S)-5-((1H-1,2,3-triazol-1-yl)methyl)-1-cyanopyrrolidin-3-yl)-5-(3-cyanophenyl)oxazole-2-carboxamide